N(C1=CC=CC=C1)C=1C2=C(N=C(N1)Cl)N(C=C2)[C@H]2[C@@H]([C@@H]([C@H](O2)COCP(O)(O)=O)O)O [(2R,3S,4R,5R)-5-(4-anilino-2-chloro-pyrrolo[2,3-d]-pyrimidin-7-yl)-3,4-dihydroxy-tetrahydro-furan-2-yl]methoxy-methylphosphonic acid